5-[[1-(3-bromophenyl)cyclopropyl]methyl]-4-methyl-4H-1,2,4-triazole-3-thiol BrC=1C=C(C=CC1)C1(CC1)CC=1N(C(=NN1)S)C